CC(=CCC/C(=C/CC/C(=C/CC/C(=C/CC/C(=C/CC/C(=C/CC/C(=C/COP(=O)(O)OP(=O)(O)O)/C)/C)/C)/C)/C)/C)C heptaprenyl diphosphate